C1(=CC=CC=C1)/C=C/C1CNCCC1(F)F 3-((1E)-2-phenylvinyl)-4,4-difluoropiperidine